3,4-dihydroxy-N-(3-(phenethylamino)propyl)tetrahydrofuran-2-carboxamide OC1C(OCC1O)C(=O)NCCCNCCC1=CC=CC=C1